styreneacrylnitrile C(=CC1=CC=CC=C1)C=CC#N